4-(6-(6-((6-(difluoromethoxy)pyridin-3-yl)methyl)-3,6-diazabicyclo[3.1.1]heptan-3-yl)pyridin-3-yl)-6-(2-hydroxy-2-methylpropoxy)pyrazolo[1,5-a]pyridine-3-carbonitrile FC(OC1=CC=C(C=N1)CN1C2CN(CC1C2)C2=CC=C(C=N2)C=2C=1N(C=C(C2)OCC(C)(C)O)N=CC1C#N)F